6-hydroxypyridine-2-carboxylate OC1=CC=CC(=N1)C(=O)[O-]